C(C1=CC=CC=C1)OC=1C=C2CCCC(C2=CC1)=O 6-benzyloxy-3,4-dihydro-2H-naphthalen-1-one